2,2-dimethylolheptanic acid C(O)C(C(=O)O)(CCCCC)CO